C(=C/C1=CC=CC=C1)/C1=NS(C2=C1C=CC=C2)(=O)=O (Z)-3-styryl-benzisothiazole 1,1-dioxide